tert-butyl (S)-4-(5-(3-cyano-6-(2-methoxypropoxy)pyrazolo[1,5-a]pyridin-4-yl)pyridin-2-yl)piperazine-1-carboxylate C(#N)C=1C=NN2C1C(=CC(=C2)OC[C@H](C)OC)C=2C=CC(=NC2)N2CCN(CC2)C(=O)OC(C)(C)C